2-(2,6-dioxo-3-piperidyl)-5-[4-[[1-[2-[4-[6-[5-(1-methylcyclopropoxy)-1H-indazol-3-yl]pyrimidin-4-yl]piperazin-1-yl]ethyl]-4-piperidyl]methyl]piperazin-1-yl]isoindoline-1,3-dione O=C1NC(CCC1N1C(C2=CC=C(C=C2C1=O)N1CCN(CC1)CC1CCN(CC1)CCN1CCN(CC1)C1=NC=NC(=C1)C1=NNC2=CC=C(C=C12)OC1(CC1)C)=O)=O